ClC=1C=2N(C=C(N1)Cl)N=CC2C=C 4,6-dichloro-3-vinylpyrazolo[1,5-a]pyrazine